(Z)-(3-methylphenyl)-7-(pyridin-2-yl)hept-6-en-1-one CC=1C=C(C=CC1)C(CCCC\C=C/C1=NC=CC=C1)=O